6-methyl-1-((2-methyl-1,2,3,4-tetrahydroisoquinolin-7-yl)amino)isoquinoline CC=1C=C2C=CN=C(C2=CC1)NC1=CC=C2CCN(CC2=C1)C